ethylenediaminetetraacetic acid tetrasodium [Na].[Na].[Na].[Na].C(CN(CC(=O)O)CC(=O)O)N(CC(=O)O)CC(=O)O